C(C1=CC=CC=C1)(=O)C1=C(C(=C2N1C1=CC=CC=C1C=C2Br)C(=O)OC)C(=O)OC Dimethyl 1-benzoyl-4-bromopyrrolo[1,2-a]quinoline-2,3-dicarboxylate